C1(=CC=CC=C1)C(=NNC([C@H](C)NC(C1=NC=CC(=C1O)OC)=O)=O)C1=CC=CC=C1 (S)-N-(1-(2-(diphenylmethylene)hydrazineyl)-1-oxopropan-2-yl)-3-hydroxy-4-methoxypicolinamide